3-(4-(5-(trifluoromethyl)pyrimidine-2-yl)piperazine-1-carbonyl)-1H-pyrrole FC(C=1C=NC(=NC1)N1CCN(CC1)C(=O)C1=CNC=C1)(F)F